[Si](C)(C)(C(C)(C)C)OCC(CCCC(C(=O)OC(C)(C)C)(C)C1=CC(=CC=C1)CC(C(=O)OCC)C)(C)C tert-Butyl 7-((tert-butyldimethylsilyl)oxy)-2-(3-(3-ethoxy-2-methyl-3-oxopropyl)phenyl)-2,6,6-trimethylheptanoate